1-(7-(6-(3-(dimethylamino)propoxy)pyridin-3-yl)quinoxalin-2-yl)-3-ethyl-1-methylurea CN(CCCOC1=CC=C(C=N1)C1=CC=C2N=CC(=NC2=C1)N(C(=O)NCC)C)C